ClC1=C(C(Cl)Cl)C=CC(=C1)Cl 2,4-dichlorobenzylidene dichloride